N(=[N+]=[N-])CCOC(=O)NS(=O)(=O)NCCOCCOCCOCCC(=O)O 3-(2-(2-(2-((N-((2-azidoethoxy)carbonyl)sulfamoyl)amino)ethoxy)ethoxy)ethoxy)propanoic acid